BrC1=C(C=C2C(=NC(=NC2=C1F)Cl)N1[C@H](CN(CC1)C(=O)OC(C)(C)C)C)I tert-butyl (S)-4-(7-bromo-2-chloro-8-fluoro-6-iodoquinazolin-4-yl)-3-methylpiperazine-1-carboxylate